N1C=NC=C2C1=NC=C2 pyrrolo[2,3-d]Pyrimidin